Ascorbyl dipalmitate CCCCCCCCCCCCCCCC(=O)OC1=C(C(=O)O[C@@H]1[C@H](CO)OC(=O)CCCCCCCCCCCCCCC)O